N-(4-((4-(tert-butyl)phenyl)amino)benzyl)-N-hydroxy-1-methyl-2-oxo-1,2-dihydropyridine-4-carboxamide C(C)(C)(C)C1=CC=C(C=C1)NC1=CC=C(CN(C(=O)C2=CC(N(C=C2)C)=O)O)C=C1